FC(C(=O)O)(F)F.C1(=CC=CC=C1)C(=O)N phenylcarboxamide trifluoroacetate